6-(ETHYLAMINO)PYRIDINE-3-BORONIC ACID C(C)NC1=CC=C(C=N1)B(O)O